CC1(CCOCC1)C(=O)ON1C(CCC1=O)=O 2,5-Dioxopyrrolidin-1-yl 4-methyltetrahydro-pyran-4-carboxylate